(phenyl)[phenyl(biphenylyl)triazinyl]indenocarbazole C1(=CC=CC=C1)C=1C(=C2C=C3C(=CC=C4C=5C=CC=CC5N=C34)C2=CC1)C1=NN=NC(=C1C1=C(C=CC=C1)C1=CC=CC=C1)C1=CC=CC=C1